S(=O)(=O)(C1=CC=C(C)C=C1)OCCOC1CCN(CC1)C(=O)OCCCC butyl 4-(2-(tosyloxy)ethoxy)piperidine-1-carboxylate